C(\C=C\C=CCC)=O Trans-2,4-heptadienal